2-bromobenzonitrile BrC1=C(C#N)C=CC=C1